1-methyl-4-(4-methylpent-3-enyl)cyclohex-3-ene-1-carbaldehyde CC1(CC=C(CC1)CCC=C(C)C)C=O